α-galacturonic acid O[C@@H]1[C@H](O)[C@@H](O)[C@@H](O)[C@H](O1)C(=O)O